FC=1C=C2C=CC=NC2=C(C1F)COC=1C(=CC(=C(N)C1)F)OC 5-[(6,7-difluoroquinolin-8-yl)methoxy]-2-fluoro-4-methoxyaniline